(2-((1R,3s,5S)-9-azabicyclo[3.3.1]nonan-3-yl(methyl)amino)-5-fluoro-6-((5-methyl-1H-pyrazol-3-yl)amino)pyrimidin-4-yl)methanol [C@H]12CC(C[C@H](CCC1)N2)N(C2=NC(=C(C(=N2)CO)F)NC2=NNC(=C2)C)C